tert-butyl (S)-(tert-butoxycarbonyl)(7-(3-((2,2-difluoro-3-(4-fluorophenyl)-3-hydroxypropyl)carbamoyl)-2-fluoro-4-methylphenyl)-[1,2,4]triazolo[1,5-a]pyridin-2-yl)carbamate C(C)(C)(C)OC(=O)N(C(OC(C)(C)C)=O)C1=NN2C(C=C(C=C2)C2=C(C(=C(C=C2)C)C(NCC([C@@H](O)C2=CC=C(C=C2)F)(F)F)=O)F)=N1